(4R)-2-(3-amino-2-methyl-3-oxo-propyl)-4-methyl-N-[5-(2,2,2-trifluoroethyl)-3-pyridyl]-3,4-dihydro-1H-isoquinoline-7-carboxamide NC(C(CN1CC2=CC(=CC=C2[C@H](C1)C)C(=O)NC=1C=NC=C(C1)CC(F)(F)F)C)=O